(t-pentylimino)tris(dimethylamino)tantalum C(C)(C)(CC)N=[Ta](N(C)C)(N(C)C)N(C)C